N1C=CC=2C1=NC=C(C2)OC2=C(C(=O)O)C=CC(=C2)N2CCN(CC2)CC2=C(C=CC(=C2)N2CCN(CC2)C(=O)OC(C)(C)C)C2=CC=C(C=C2)Cl 2-((1H-pyrrolo[2,3-b]pyridin-5-yl)oxy)-4-(4-((4-(4-(tert-butoxycarbonyl)piperazin-1-yl)-4'-chloro-[1,1'-biphenyl]-2-yl)methyl)piperazin-1-yl)benzoic acid